ε-Acryloyl-l-lysine C(C=C)(=O)C(CCC[C@H](N)C(=O)O)N